methyl (1r,4r)-4-(((3-chloropyrazin-2-yl)methyl)carbamoyl)-1,4-dimethylcyclohexane-1-carboxylate ClC=1C(=NC=CN1)CNC(=O)C1(CCC(CC1)(C(=O)OC)C)C